CN1C(=CC(C=C1)=O)[N+](=O)[O-] 1-Methyl-2-nitro-4-pyridone